3-(tert-butoxycarbonylamino)-5-[(4-chlorophenyl)methyl]-8-fluoro-9-methyl-4-oxo-2,3-dihydro-1,5-benzothiazepine-7-carboxylic acid C(C)(C)(C)OC(=O)NC1CSC2=C(N(C1=O)CC1=CC=C(C=C1)Cl)C=C(C(=C2C)F)C(=O)O